6-(2-allyl-6-((4-((4-methylpiperazin-1-yl)methyl)phenyl)amino)-3-oxo-2,3-dihydro-1H-pyrazolo[3,4-d]pyrimidin-1-yl)pyridine-2-sulfonamide C(C=C)N1N(C2=NC(=NC=C2C1=O)NC1=CC=C(C=C1)CN1CCN(CC1)C)C1=CC=CC(=N1)S(=O)(=O)N